O=C1NC(CCC1N1C(C2=CC=CC(=C2C1=O)CCCCCCCC(=O)NC1=CC(=CC=C1)C1=CC=2[C@H]3[C@@H]([C@@H](NC2C=C1)CO)CCN3S(=O)(=O)C3=CC=C(C)C=C3)=O)=O 8-(2-(2,6-dioxopiperidin-3-yl)-1,3-dioxoisoindolin-4-yl)-N-(3-((3aR,4R,9bR)-4-(hydroxymethyl)-1-tosyl-2,3,3a,4,5,9b-hexahydro-1H-pyrrolo[3,2-c]quinolin-8-yl)phenyl)octanamide